The molecule is a dioxo monocarboxylic acid that is caprylic acid with the two oxo groups at the 4- and 7-positions. It has a role as a metabolite. It derives from an octanoic acid. CC(=O)CCC(=O)CCC(=O)O